2,5-dicarboxyterephthalic acid C(=O)(O)C1=C(C(=O)O)C=C(C(=C1)C(=O)O)C(=O)O